(2S,4R)-1-(2-(1H-1,2,3-triazol-5-yl) acetyl)-4-fluoropyrrolidine-2-carboxylate N1N=NC=C1CC(=O)N1[C@@H](C[C@H](C1)F)C(=O)[O-]